COC[C@@]12C[C@H](N([C@H]2C1)C(CNC(CCCOC1=CC=CC=C1)=O)=O)C(=O)OC methyl (1S,3S,5R)-5-(methoxymethyl)-2-((4-phenoxybutanoyl)glycyl)-2-azabicyclo-[3.1.0]hexane-3-carboxylate